O=C1NC2=C(CCN1)C=CC=C2 2-oxo-4,5-dihydro-1H-1,3-benzodiazepine